P(=O)(OC1=CC=C(C=C1)C)(OCC(CCCC)CC)OCC(CCCC)CC p-tolyl bis(2-ethylhexyl) phosphate